FC1(C(N(C(C(O1)(F)F)(F)F)C=C(C(C(F)(F)F)(F)F)F)(F)F)F 2,2,3,3,5,5,6,6-octafluoro-4-(2,3,3,4,4,4-hexafluorobut-1-enyl)morpholine